4-[[2-[2-[Tert-butoxycarbonyl(2,2,2-trifluoroethyl)amino]-4-pyridyl]oxazole-4-carbonyl]amino-3-[2-(dimethylamino)ethylcarbamoyl]pyrazol-1-yl]benzoic Acid C(C)(C)(C)OC(=O)N(C1=NC=CC(=C1)C=1OC=C(N1)C(=O)NC=1C(=NN(C1)C1=CC=C(C(=O)O)C=C1)C(NCCN(C)C)=O)CC(F)(F)F